FC1=C(C(=O)NC2CCOCC2)C=C(C=C1)C#N 2-Fluoro-5-cyano-N-(tetrahydropyran-4-yl)benzamide